2-(2,2-difluorocyclobutyl)benzonitrile FC1(C(CC1)C1=C(C#N)C=CC=C1)F